N-((4-chloropyridin-2-yl)methyl)-2-methyl-5-nitrobenzenesulfonamide ClC1=CC(=NC=C1)CNS(=O)(=O)C1=C(C=CC(=C1)[N+](=O)[O-])C